manganese-nickel sulfate S(=O)(=O)([O-])[O-].[Ni+2].[Mn+2].S(=O)(=O)([O-])[O-]